(((1r,3r)-3-(5,7-Difluoro-2-(4-fluorophenyl)-1H-indol-3-yl)cyclobutyl)-methyl)carbamate FC=1C=C2C(=C(NC2=C(C1)F)C1=CC=C(C=C1)F)C1CC(C1)CNC([O-])=O